2'-[6-amino-5-(trifluoromethyl)pyridin-3-yl]-N-[(1R)-1-(2-chloro-4-cyanophenyl)ethyl]-5',6'-dihydrospiro[azetidine-3,4'-pyrrolo[1,2-b]pyrazole]-1-carboxamide NC1=C(C=C(C=N1)C=1C=C2N(N1)CCC21CN(C1)C(=O)N[C@H](C)C1=C(C=C(C=C1)C#N)Cl)C(F)(F)F